1-Ethyl-1-methyl-piperidin-1-ium-4-one iodide [I-].C(C)[N+]1(CCC(CC1)=O)C